ClC=1SC2=C(N1)C(C1(CCN(CC1)C(=O)OC(C)(C)C)C2)=O tert-Butyl 2-chloro-4-oxo-spiro[6H-cyclopenta[d]thiazole-5,4'-piperidine]-1'-carboxylate